C(C)N(CCNC(C1=CC=CC=C1)=O)CC N-[2-(diethylamino)ethyl]benzamid